C1(CCC1)NC(C[C@H](CCN1N=C(C=C1C)C)NC(=O)C1=NN(C(=C1)C1=C(C=CC=C1)C(F)(F)F)C1CCCC1)=O (3S)-N-cyclobutyl-3-({1-cyclopentyl-5-[2-(trifluoromethyl)phenyl]-1H-pyrazol-3-yl}formamido)-5-(3,5-dimethyl-1H-pyrazol-1-yl)pentanamide